CC1=CC=C(C=C1)CNC1=C2N=CN(C2=NC(=N1)C=1C=NC=C(C1)Cl)[C@H]1[C@@H]([C@@H]([C@H](O1)C(=O)NC([2H])([2H])[2H])O)O (2S,3S,4R,5R)-5-(6-(p-methylphenylmethylamino)-2-(5-chloropyridin-3-yl)-9H-purin-9-yl)-3,4-dihydroxyl-N-(methyl-d3)-tetrahydrofuran-2-formamide